4,5-dibromo-1H-pyridazin-6-one BrC=1C=NNC(C1Br)=O